[CH-]1C=C(C=C1)C(C(=O)NC(C)(C)C)N(C(=O)C=1N=C(SC1)C#C)C1=CC=C(C=C1)C1=CN=CO1.[CH-]1C=CC=C1.[Fe+2] N-(1-(ferrocen-3-yl)-2-(tert-butylamino)-2-oxoethyl)-2-ethynyl-N-(4-(oxazol-5-yl)phenyl)thiazole-4-carboxamide